Tert-butyl 4-(naphthalen-2-ylmethyl)-3-oxopiperazine-1-carboxylate C1=C(C=CC2=CC=CC=C12)CN1C(CN(CC1)C(=O)OC(C)(C)C)=O